FC1=C(C=CC(=C1)C1NCCC1)C=1N=C2SC3=C(N2C1)C=CC(=C3)C(=O)NC 2-(2-fluoro-4-(pyrrolidin-2-yl)phenyl)-N-methylbenzo[d]imidazo[2,1-b]thiazole-7-carboxamide